C(C)(C)(C)OOC(C)(C)C di-tert.-butyl peroxide